COB(O)O.C(C)C=1C(=C(C=CC1)N)C=C ethyl-vinyl-aminobenzene methyl-borate